5,6-dichloro-3-(1H-pyrazol-4-yl)-2-(3-(trifluoromethyl)-1H-1,2,4-triazol-5-yl)-1H-indole ClC=1C=C2C(=C(NC2=CC1Cl)C1=NC(=NN1)C(F)(F)F)C=1C=NNC1